carbon deoxyribose O=CC[C@H](O)[C@H](O)CO.[C]